FC(CNC(=O)C=1C=NC(=NC1)N1CCN(CC1)C(=O)C1=CC=C(C=C1)C1=NC2=C(N1)C=CC=C2C(=O)N)(F)F 2-(4-(4-(5-((2,2,2-trifluoroethyl)carbamoyl)pyrimidin-2-yl)piperazine-1-carbonyl)phenyl)-1H-benzo[d]imidazole-4-carboxamide